dimethylethoxymethyl-(4-vinylphenyl)silane C[Si](C1=CC=C(C=C1)C=C)(COCC)C